22-((2,5-dioxopyrrolidin-1-yl)oxy)-22-oxodocosanoic acid O=C1N(C(CC1)=O)OC(CCCCCCCCCCCCCCCCCCCCC(=O)O)=O